O1CCOC12C1(CCCC1)CC(CC2)C(=O)OC methyl 1,4-dioxadispiro[4.0.46.45]tetradecane-12-carboxylate